4-[[(2R,3R,4S,5R)-3-[2-[(3,3-difluorocyclobutyl)methoxy]-3,4-difluoro-phenyl]-4,5-dimethyl-5-(trifluoromethyl)tetrahydrofuran-2-carbonyl]amino]pyridine-2-carboxamide FC1(CC(C1)COC1=C(C=CC(=C1F)F)[C@@H]1[C@@H](O[C@]([C@H]1C)(C(F)(F)F)C)C(=O)NC1=CC(=NC=C1)C(=O)N)F